6-fluoro-1-tosyl-4-vinyl-1,4-dihydro-2H-benzo[d][1,3]oxazine-2-one FC1=CC2=C(N(C(OC2C=C)=O)S(=O)(=O)C2=CC=C(C)C=C2)C=C1